[N,N-Bis(hydroxyethyl)amino]-2-hydroxypropanesulphonic acid sodium salt [Na+].OCCN(CCO)C(C(C)O)S(=O)(=O)[O-]